C(C)(C)(C)[Si](OCC=1SC(=C(N1)C(F)(F)F)[Sn](CCCC)(CCCC)CCCC)(C)C tert-butyl-dimethyl-[[5-tributylstannyl-4-(trifluoromethyl)thiazol-2-yl]methoxy]silane